2-(2-Chloro-5-isopropyl-8-oxothieno[2',3':4,5]pyrrolo[1,2-d][1,2,4]triazin-7(8H)-yl)-N-(2-hydroxyethyl)acetamid ClC1=CC2=C(C=C3N2C(=NN(C3=O)CC(=O)NCCO)C(C)C)S1